NC(C=1N=NN(C1)C1CCN(CC1)C(=O)OC(C)(C)C)C=1N=NN(C1)C1CCN(CC1)C(=O)OC(C)(C)C tert-Butyl 4-[4-[amino-[1-(1-tert-butoxycarbonyl-4-piperidyl)triazol-4-yl]methyl]triazol-1-yl]piperidine-1-carboxylate